FC1=C(C=CC=C1C(F)(F)F)C(C)NC1=CC(=NC=C1)C 4-((1-(2-fluoro-3-(trifluoromethyl)phenyl)ethyl)amino)-2-methylpyridin